(2-(6-((tetrahydro-2H-pyran-4-yl)methyl)-5,6,7,8-tetrahydro-[1,3]dioxazolo[4,5-g]isoquinolin-5-yl)ethyl)-1H-indol-5-ol O1CCC(CC1)CN1C(C=2C=C3C(=CC2CC1)ONO3)CCN3C=CC1=CC(=CC=C31)O